6-cyano-N-(4-((6-cyano-7-methoxyquinolin-4-yl)oxy)-3-fluorophenyl)-5-(4-fluorophenyl)-1-isopropyl-4-oxo-1,4-dihydropyridine-3-carboxamide C(#N)C1=C(C(C(=CN1C(C)C)C(=O)NC1=CC(=C(C=C1)OC1=CC=NC2=CC(=C(C=C12)C#N)OC)F)=O)C1=CC=C(C=C1)F